C(C=C)(=O)NC(CS(=O)(=O)[O-])(C)C.C(C)(C)(C)N1C=[N+](C=C1)C(C)(C)C 1,3-di-tert-butyl-imidazolium 2-acrylamido-2-methylpropanesulfonate